2,6-dimethyl-benzene-1,4-diamine CC1=C(C(=CC(=C1)N)C)N